CC(C=CC(CC=C)O)(C)C Trimethylhept-1,5-dien-4-ol